(1-((5-amino-1-tosyl-1H-pyrrolo[2,3-b]pyridin-4-yl)amino)azepan-4-yl)acetonitrile NC=1C(=C2C(=NC1)N(C=C2)S(=O)(=O)C2=CC=C(C)C=C2)NN2CCC(CCC2)CC#N